tert-butyl 3-(pyrimidin-2-yloxy)azetidine-1-carboxylate N1=C(N=CC=C1)OC1CN(C1)C(=O)OC(C)(C)C